CON(C(CC1=CC=CC=C1)(CC)OC)C N,2-Dimethoxy-N-methyl-1-phenylbutan-2-amine